FC(C=1C(=NC=CC1)N)F 3-(difluoromethyl)pyridin-2-amine